C(C=1C(O)=CC=CC1)(=O)OCCCC.[Zn] zinc butyl salicylate